C(C1=C(C2=CC=CC=C2C=C1)S(=O)(=O)[O-])C1=C(C2=CC=CC=C2C=C1)S(=O)(=O)[O-] Methylenbisnaphthalinsulfonat